ClC1=CC=C(C=C1)\C(\CC=C)=C(\CC(=C(F)F)C1=CC=CC=C1)/C (E)-1-Chloro-4-(8,8-difluoro-5-methyl-7-phenylocta-1,4,7-trien-4-yl)benzene